The molecule is an organoammonium salt obtained by combining clonixin with one molar equivalent of L-lysine. Used for treatment of renal colic, muscular pain and moderately severe migraine attacks. It has a role as a vasodilator agent, a platelet aggregation inhibitor, a non-steroidal anti-inflammatory drug, a non-narcotic analgesic, an antipyretic, an EC 1.14.99.1 (prostaglandin-endoperoxide synthase) inhibitor and a lipoxygenase inhibitor. It contains a L-lysinium(1+) and a clonixin(1-). CC1=C(C=CC=C1Cl)NC2=C(C=CC=N2)C(=O)O.C(CCN)C[C@@H](C(=O)O)N